C1(CC1)N1C=C(C(C2=CC=CC=C12)=O)C(=O)NN 1-cyclopropyl-4-oxo-quinoline-3-carbohydrazide